ClC=1C(=NC(=NC1)NC1CCOCC1)C1=CC=C2CN(C(C2=C1)=O)[C@@H](C(=O)O)CC (R)-2-(6-(5-chloro-2-((oxacyclohex-4-yl)amino)pyrimidin-4-yl)-1-oxoisoindolin-2-yl)butanoic acid